(S)-4-(4-ethynylphenyl)-5,5-dimethyloxazolidin-2-one C(#C)C1=CC=C(C=C1)[C@@H]1NC(OC1(C)C)=O